ClC=1C=CC=C2C=C(N=C(C12)[Sn](C)(C)C)N(CC1=CC=C(C=C1)OC)CC1=CC=C(C=C1)OC 8-Chloro-N,N-bis(4-methoxybenzyl)-1-(trimethylstannyl)isoquinolin-3-amine